3-(6-((2-(2-(2-(2,3-Difluoro-6-(2-morpholinothiazol-4-yl)phenoxy)ethoxy)ethoxy)ethyl)amino)-4-oxobenzo[d][1,2,3]triazin-3(4H)-yl)piperidine-2,6-dione FC1=C(OCCOCCOCCNC2=CC3=C(N=NN(C3=O)C3C(NC(CC3)=O)=O)C=C2)C(=CC=C1F)C=1N=C(SC1)N1CCOCC1